NC1=NC(=C(C=2N1C(N(N2)C[C@@H]2N(CCOC2)C)=O)N2C[C@H](O[C@H](C2)C)C)C2=CC=CC=C2 5-amino-8-[(cis)-2,6-dimethyl-morpholin-4-yl]-2-[[(3S)-4-methyl-morpholin-3-yl]methyl]-7-phenyl-[1,2,4]triazolo[4,3-c]pyrimidin-3-one